N-(6-(2-chloro-5-fluorophenyl)-1-methyl-2,8-dioxo-1,6,7,8-tetrahydro-2H-oxazolo[4,5-e]isoindol-5-yl)-3-fluoro-5-(trifluoromethyl)benzamide methyl-4-(4-chloro-1H-imidazol-2-yl)benzoate COC(C1=CC=C(C=C1)C=1NC=C(N1)Cl)=O.ClC1=C(C=C(C=C1)F)C1NC(C2=C3C(=CC(=C12)NC(C1=CC(=CC(=C1)C(F)(F)F)F)=O)OC(N3C)=O)=O